3-(2-methylpropyl)pyrrolidine CC(CC1CNCC1)C